tert-Butyl-2-(4-(4-(dimethoxymethyl)piperidin-1-yl)phenyl)morpholine-4-carboxylate C(C)(C)(C)OC(=O)N1CC(OCC1)C1=CC=C(C=C1)N1CCC(CC1)C(OC)OC